4-(((2-(6-Cyclopropylimidazo[1,2-a]pyridin-2-yl)-6-methoxybenzofuran-4-yl)oxy)methyl)-2-(4-methoxyphenyl)thiazole C1(CC1)C=1C=CC=2N(C1)C=C(N2)C=2OC1=C(C2)C(=CC(=C1)OC)OCC=1N=C(SC1)C1=CC=C(C=C1)OC